ClC=1C(=CC2=C(OCO2)C1)CCC(=O)[O-] 3-(6-chlorobenzo[d][1,3]dioxol-5-yl)propanoate